C1(CC1)S(=O)(=O)NC1=NC=CC(=N1)CC(=O)NC1=CC=C(C=C1)C=1C=NC=C(C1)C(F)(F)F 2-(2-(cyclopropanesulfonamido)pyrimidin-4-yl)-N-(4-(5-(trifluoromethyl)pyridin-3-yl)phenyl)acetamide